FC=1C=C(C(=O)N2CC(C(=CC2)C2=C3C(=NC(=C2)NC(=O)C2CC2)NC=C3)C)C=CC1OC N-(4-(1-(3-fluoro-4-methoxybenzoyl)-3-methyl-1,2,3,6-tetrahydropyridin-4-yl)-1H-pyrrolo[2,3-b]pyridin-6-yl)cyclopropylcarboxamide